(E)-2-cyano-3-(1-(2-methoxy-3-(trifluoromethyl)benzyl)-1H-pyrrolo[2,3-b]pyridin-3-yl)acrylic acid C(#N)/C(/C(=O)O)=C\C1=CN(C2=NC=CC=C21)CC2=C(C(=CC=C2)C(F)(F)F)OC